dipropylene glycol dibutyrate C(CCC)(=O)OC(C)COC(C)COC(CCC)=O